tert-butyl ((1r,4r)-4-(5-(6-(3-cyanopyrrolo[1,2-b]pyridazin-7-yl)-4-((tetrahydro-2H-pyran-4-yl)amino)pyridin-3-yl)-1,3,4-thiadiazol-2-yl)cyclohexyl)(methyl)carbamate C(#N)C1=CC=2N(N=C1)C(=CC2)C2=CC(=C(C=N2)C2=NN=C(S2)C2CCC(CC2)N(C(OC(C)(C)C)=O)C)NC2CCOCC2